5-oxo-2,5-dihydro-1,2,4-oxadiazole-3-carboxamide O=C1N=C(NO1)C(=O)N